tert-butyl (1S,4S)-5-(3-(2,2-dibromovinyl)phenyl)-2,5-diazabicyclo[2.2.1]heptan-2-carboxylate BrC(=CC=1C=C(C=CC1)N1[C@@H]2CN([C@H](C1)C2)C(=O)OC(C)(C)C)Br